[Li].[F].[Mg].[Na] sodium-magnesium fluorine lithium